FC(C1=NN=C(O1)C1=CC(=C(CN(S(=O)(=O)C)C2=C(C=CC=C2)C)C=C1)F)F N-(4-(5-(difluoromethyl)-1,3,4-oxadiazol-2-yl)-2-fluorobenzyl)-N-(o-tolyl)methanesulfonamide